2-chloro-7-methyl-N-(oxazol-2-ylmethyl)pyrrolo[2,1-f][1,2,4]triazin-4-amine ClC1=NN2C(C(=N1)NCC=1OC=CN1)=CC=C2C